sodium 5-bromopentyl-sulfonate BrCCCCCS(=O)(=O)[O-].[Na+]